7-bromo-N-(thiophen-2-ylmethyl)thieno[3,2-c]pyridazin-4-amine BrC1=CSC2=C1N=NC=C2NCC=2SC=CC2